C(C1CO1)OC=1C(C)=CC=C(C1)OCC1CO1 tolylene glycol diglycidyl ether